(S)-methyl 2-((S)-2-(7-chloro-4-methoxy-1H-indole-2-carbonyl)-2-azaspiro[4.5]decane-3-carboxamido)-3-((R)-5,5-dimethyl-2-oxopyrrolidin-3-yl)propanoate ClC=1C=CC(=C2C=C(NC12)C(=O)N1CC2(C[C@H]1C(=O)N[C@H](C(=O)OC)C[C@H]1C(NC(C1)(C)C)=O)CCCCC2)OC